CN(C(OC1=C(C=C2C(=CC(OC2=C1)=O)CN(C)C)F)=O)C 4-((dimethylamino)methyl)-6-fluoro-2-oxo-2H-chromen-7-yl dimethylcarbamate